2-(4-Bromo-2,6-dimethylphenoxy)-N,N-dimethylethane-1-amine BrC1=CC(=C(OCCN(C)C)C(=C1)C)C